C=CCCCCCCCCCCCCC n-Pentadecanen